1,1'-bis-(di-tert.-butylphosphino)ferrocen C(C)(C)(C)P([C-]1C=CC=C1)C(C)(C)C.[C-]1(C=CC=C1)P(C(C)(C)C)C(C)(C)C.[Fe+2]